S-(tetrahydrofuran-2-yl) 2-methylthiobenzoate CC1=C(C(=O)SC2OCCC2)C=CC=C1